C(C)OC(CC(C)NC=1C(N(C(=CC1)C#N)C)=O)=O 3-((6-cyano-1-methyl-2-oxo-1,2-dihydropyridin-3-yl)amino)butanoic acid ethyl ester